glyceryl eleostearate C(CCCCCCCC=CC=CC=CCCCC)(=O)OCC(O)CO